2-(3-chloro-6-fluoropyridin-2-yl)-6-fluoro-2,3,4,9-tetrahydro-1H-pyrido[3,4-b]indole ClC=1C(=NC(=CC1)F)N1CC=2NC3=CC=C(C=C3C2CC1)F